tris(2,4-di-tert.butyl phenyl)phosphite C(C)(C)(C)C1=C(C=CC(=C1)C(C)(C)C)OP(OC1=C(C=C(C=C1)C(C)(C)C)C(C)(C)C)OC1=C(C=C(C=C1)C(C)(C)C)C(C)(C)C